BrC1=C(C=CC=C1)C(C)O[Si](C)(C)C(C)(C)C 1-(2-bromophenyl)ethoxy-tert-butyl-dimethyl-silane